(1S,2S)-2-(3-chlorophenyl)-N-(4-(((6-cyclopropyl-8-(1-hydroxyethyl)imidazo[1,2-a]pyridin-2-yl)methyl)amino)pyridin-2-yl)cyclopropane-1-carboxamide ClC=1C=C(C=CC1)[C@@H]1[C@H](C1)C(=O)NC1=NC=CC(=C1)NCC=1N=C2N(C=C(C=C2C(C)O)C2CC2)C1